2,4-dithiol C=1SCSC1